bis(t-butylperoxy)-diisopropylbenzene C(C)(C)(C)OOC1=C(C(=C(C=C1)C(C)C)C(C)C)OOC(C)(C)C